6-(2-(2-Chlorophenyl)-5,6-dihydro-4H-pyrrolo[1,2-b]pyrazol-3-yl)benzo[d]thiazole ClC1=C(C=CC=C1)C=1C(=C2N(N1)CCC2)C2=CC1=C(N=CS1)C=C2